C(C)(=O)OC(C)NCCC1=NC=C(C=C1)C#N 2-((2-(5-cyanopyridin-2-yl) ethyl) amino)-2-ethyl acetate